FC1=C(C=C2C=CN(C(C2=C1)=O)CCC[C@H](C)NC=1C=NNC(C1C(F)(F)F)=O)C1=NC=C(C=N1)N1CC(C1)(C(F)(F)F)O 7-fluoro-6-[5-[3-hydroxy-3-(trifluoromethyl)azetidin-1-yl]pyrimidin-2-yl]-2-[(4S)-4-[[6-oxo-5-(trifluoromethyl)-1H-pyridazin-4-yl]amino]pentyl]isoquinolin-1-one